maleimidohexanoyl-L-valine C1(C=CC(N1CCCCCC(=O)N[C@@H](C(C)C)C(=O)O)=O)=O